6-(3-(2,6-dichloro-3,5-dimethoxyphenyl)-1-methylureido)pyrimidine ClC1=C(C(=C(C=C1OC)OC)Cl)NC(N(C)C1=CC=NC=N1)=O